C(C)N(P(=O)(N)N)CC Diethylphosphoramide